ClC=1C(=NC(=NC1)NC1=CC(=C(C=C1)OC)N1CCN(CC1)C)N1C=C(C2=CC=CC=C12)C(=O)N 1-{5-chloro-2-[4-methoxy-3-(4-methyl-piperazin-1-yl)-phenylamino]-pyrimidin-4-yl}-1H-indole-3-carboxamide